diammonium hydrogen citrate, magnesium salt [Mg].C(CC(O)(C(=O)[O-])CC(=O)[O-])(=O)O.[NH4+].[NH4+]